di-tert-butylphenazine C(C)(C)(C)C1=C(C2=NC3=CC=CC=C3N=C2C=C1)C(C)(C)C